(S)-4-(1-(1-(3-chlorobenzyl)-5-(3-cyanophenyl)-1H-indole-7-carboxamido)ethyl)benzoic acid ClC=1C=C(CN2C=CC3=CC(=CC(=C23)C(=O)N[C@@H](C)C2=CC=C(C(=O)O)C=C2)C2=CC(=CC=C2)C#N)C=CC1